C1(CCC1)C(=O)O.C(C)(C)(C)OC(=O)NC=1SC2=C(N1)C(=CC=C2F)C=2C(=CC=1C3=C(C=NC1C2F)N=NN3C3=CNC=CC=C3)Cl 3-(7-(2-((tert-butoxycarbonyl)amino)-7-Fluorobenzo[d]thiazol-4-yl)-8-chloro-6-fluoro-1H-[1,2,3]triazolo[4,5-c]quinolin-1-yl)azepine Cyclobutane-1-carboxylate